OCCOC1(C(=C2C=CC(=CC2=CC1)C1=CC=CC=C1)C1=CC=CC2=CC(=CC=C12)C1=CC=CC=C1)OCCO 2,2-bis(2-hydroxyethoxy)-6,6'-diphenyl-1,1'-binaphthyl